N-(3-(5-(2-(1H-benzo[d]imidazol-6-yl)pyrimidin-5-yl)-1H-pyrrolo[2,3-b]pyridine-3-carbonyl)-2,6-difluorophenyl)propane-1-sulfonamide N1C=NC2=C1C=C(C=C2)C2=NC=C(C=N2)C=2C=C1C(=NC2)NC=C1C(=O)C=1C(=C(C(=CC1)F)NS(=O)(=O)CCC)F